6-chloro-N-(3-chlorophenyl)pyrazine-2-carboxamide ClC1=CN=CC(=N1)C(=O)NC1=CC(=CC=C1)Cl